O1CCC2=C1C=CC=C2P(C)C 2,3-dihydrobenzofuran-4-yl-dimethylphosphine